(2Z)-2-[6-[6-cyclopropyl-5-oxo-7-(trifluoromethyl)imidazo[1,2-C]pyrimidin-2-yl]-5-ethylsulfonyl-3-pyridinyl]-2-hydroxyimino-acetonitrile C1(CC1)N1C(N2C(C=C1C(F)(F)F)=NC(=C2)C2=C(C=C(C=N2)/C(/C#N)=N/O)S(=O)(=O)CC)=O